4-[(6-bromo-2-pyridinyl)oxymethyl]-3-(1,1-difluoro-2-hydroxy-ethyl)benzonitrile BrC1=CC=CC(=N1)OCC1=C(C=C(C#N)C=C1)C(CO)(F)F